2-[[6-(1,3-Benzothiazol-2-ylamino)-5-methyl-pyridazin-3-yl]-(5-hydroxy-4-methoxy-pentyl)amino]thiazole-4-carboxylic acid S1C(=NC2=C1C=CC=C2)NC2=C(C=C(N=N2)N(C=2SC=C(N2)C(=O)O)CCCC(CO)OC)C